[Eu+3].C1(=CC=CS1)C(=O)CC(=O)C(F)(F)F.C1(=CC=CS1)C(=O)CC(=O)C(F)(F)F.C1(=CC=CS1)C(=O)CC(=O)C(F)(F)F tris[2-thenoyltrifluoroacetone] europium (III)